N-(4,4-difluorocyclohexyl)-5-(3-(2,2-difluoroethyl)-2-methyl-3H-imidazo[4,5-b]pyridin-5-yl)-7H-pyrrolo[2,3-d]pyrimidin-2-amine FC1(CCC(CC1)NC=1N=CC2=C(N1)NC=C2C2=CC=C1C(=N2)N(C(=N1)C)CC(F)F)F